1-hexadecanoyl-2-(9Z,12Z,15Z-octadecatrienoyl)-sn-glycero-3-phosphocholine CCCCCCCCCCCCCCCC(=O)OC[C@H](COP(=O)([O-])OCC[N+](C)(C)C)OC(=O)CCCCCCC/C=C\C/C=C\C/C=C\CC